C(C=C)(=O)NC1=C(C(=O)NC2=CC(=NN2)CCC2=CC(=CC(=C2)OC)OC)C=CC(=C1)N1CC(C1)(F)F 2-acrylamido-4-(3,3-difluoroazetidin-1-yl)-N-(3-(3,5-dimethoxyphenethyl)-1H-pyrazol-5-yl)benzamide